6-isopropyl-5-methyl-pyrido[4,3-b]carbazol-9-ol C(C)(C)N1C=2C=CC(=CC2C=2C=C3C(=C(C12)C)C=CN=C3)O